OC1=C(C=CC=C1C(=O)N)C1=C(C=CC=C1C)C hydroxy-2',6'-dimethyl-[1,1'-biphenyl]-3-carboxamide